5-ethylsulfinyl-4-oxo-1-[4-(trifluoromethoxy)phenyl]cinnoline-3-carboxylic acid C(C)S(=O)C1=C2C(C(=NN(C2=CC=C1)C1=CC=C(C=C1)OC(F)(F)F)C(=O)O)=O